CC1=C(C(=O)NC2=CC(=CC(=C2)C(F)(F)F)C)C=CC=C1C#CC1=CN=C2N1N=C(C=C2)N2CCOCC2 2-methyl-N-(3-methyl-5-(trifluoromethyl)phenyl)-3-((6-morpholinoimidazo[1,2-b]pyridazin-3-yl)ethynyl)benzamide